2-(4-(5-(((3s,5s,7s)-adamantan-1-yl)(methyl)amino)pentyl)phenyl)-5,7-dihydroxy-8-methoxy-4H-chromen-4-one hydrochloride Cl.C12(CC3CC(CC(C1)C3)C2)N(CCCCCC2=CC=C(C=C2)C=2OC3=C(C(=CC(=C3C(C2)=O)O)O)OC)C